IC1=C(C=C(C=C1)C=1SC=CC1)C1(CC(C1)=O)C 3-(2-iodo-5-(thiophen-2-yl)phenyl)-3-methylcyclobutan-1-one